N-((tert-butoxy)carbonyl)iminodiacetic acid C(C)(C)(C)OC(=O)N(CC(=O)O)CC(=O)O